(1R,2S,5S)-N-{(2S)-1-(1,3-Benzothiazol-2-yl)-1-oxo-3-[(3S)-2-oxopyrrolidin-3-yl]propan-2-yl}-6,6-dimethyl-3-[N-(methylsulfonyl)-L-valyl]-3-azabicyclo[3.1.0]hexane-2-carboxamide S1C(=NC2=C1C=CC=C2)C([C@H](C[C@H]2C(NCC2)=O)NC(=O)[C@@H]2[C@H]1C([C@H]1CN2C([C@@H](NS(=O)(=O)C)C(C)C)=O)(C)C)=O